2-methoxy-N-(1-methyl-3-(4,4,5,5-tetramethyl-1,3,2-dioxaborolan-2-yl)-1H-pyrrolo[2,3-c]pyridin-5-yl)acetamide COCC(=O)NC=1C=C2C(=CN1)N(C=C2B2OC(C(O2)(C)C)(C)C)C